C(C)(C)(C)OC(=O)N(C(N(C)C1=CC(=NC=N1)NC1=C(C=C(C=C1)N1CCN(C2(CC2)C1)C(=O)OC(C)(C)C)[N+](=O)[O-])=O)C1=C(C(=CC(=C1Cl)OC)OC)Cl tert-butyl 7-(4-((6-(3-(tert-butoxycarbonyl)-3-(2,6-dichloro-3,5-dimethoxyphenyl)-1-methylureido)pyrimidin-4-yl)amino)-3-nitrophenyl)-4,7-diazaspiro[2.5]octane-4-carboxylate